(s)-3-(2-aminopyrimidin-5-yl)-9-(1-((6-chloro-2-(2-(methyl-d3)-2H-tetrazol-5-yl)pyridin-3-yl)amino)ethyl)-4,7-dimethylimidazo[1,5-a]quinazolin-5(4H)-one NC1=NC=C(C=N1)C=1N=CN2C1N(C(C1=CC(=CC(=C21)[C@H](C)NC=2C(=NC(=CC2)Cl)C=2N=NN(N2)C([2H])([2H])[2H])C)=O)C